FC(C(N)F)N 1,2-difluoroethane-1,2-diamine